S1C(=CC=C1)C1=C(OC(C)C=2N=CNC2)C=CC=C1 4-(1-(2-(Thiophen-2-yl)phenoxy)ethyl)-1H-imidazole